N1C(C2(CC3=CC=CC=C13)NCCC2)=O 1',4'-dihydro-2'H-spiro[pyrrolidine-2,3'-quinoline]-2'-one